ClC1=C(OC2CCN(CC2)C(CN2N=C(C=3CCCCC23)C(=O)N2CCC(CC2)OCCO)=O)C=CC=C1 1-(4-(2-chlorophenoxy)piperidin-1-yl)-2-(3-(4-(2-hydroxyethoxy)piperidine-1-carbonyl)-4,5,6,7-tetrahydro-1H-indazol-1-yl)ethanone